CC1=C(C(=C(C1([Hf]C=1CC=2C=C3C(=CC2C1CCCC)C=CC=C3)C)C)C)C Pentamethylcyclopentadienyl-(1-n-butyl-benzo[f]indenyl)hafnium